diethylamino-propanol C(C)N(CC)C(CC)O